CC1=CC(=NN1)C1=NC2=C(N1)C=CC=C2NC2CC1CCC(C2)N1CCC#N 3-((3-exo)-3-((2-(5-methyl-1H-pyrazol-3-yl)-1H-benzo[d]imidazol-4-yl)amino)-8-azabicyclo[3.2.1]oct-8-yl)propionitrile